cis-methyl-3-((3,3-dimethyl-2-oxobutyl) carbamoyl)cyclopentane-1-carboxylate COC(=O)[C@@H]1C[C@@H](CC1)C(NCC(C(C)(C)C)=O)=O